N-(3-fluoro-4-((3-(((2R,3R)-3-hydroxybutan-2-yl)amino)-1H-pyrazolo[3,4-b]pyridin-4-yl)oxy)phenyl)-3-(4-fluorophenyl)-1-isopropyl-2,4-dioxo-1,2,3,4-tetrahydropyrimidine-5-carboxamide FC=1C=C(C=CC1OC1=C2C(=NC=C1)NN=C2N[C@H](C)[C@@H](C)O)NC(=O)C=2C(N(C(N(C2)C(C)C)=O)C2=CC=C(C=C2)F)=O